(E)-N-(2-(6-methoxy-2-oxo-2,3-dihydro-1,3-benzooxazol-3-yl)ethyl)-3-(4-methoxyphenyl)acrylamide COC1=CC2=C(N(C(O2)=O)CCNC(\C=C\C2=CC=C(C=C2)OC)=O)C=C1